2-(1-methyl-4-piperidyl)-6-[(3S)-3-methyl-2,3,4,5-tetrahydropyridin-6-Yl]Isoindolin-1-one CN1CCC(CC1)N1C(C2=CC(=CC=C2C1)C=1CC[C@@H](CN1)C)=O